S(=O)(=O)(O)C(C(=O)OCCCCCCCC(C)C)CC(=O)[O-].[Na+].[Na+].C(CCCCCCC(C)C)OC(C(CC(=O)[O-])S(=O)(=O)O)=O Disodium Isodecyl Sulfosuccinate